CC1=C(OC=2CCC3=CN(N=C3C21)CC2CN(C2)C(=O)OCC2=CC=CC=C2)C(NC[C@H]2OCCC2)=O benzyl 3-[(8-methyl-7-{[(2S)-tetrahydrofuran-2-ylmethyl]carbamoyl}-4,5-dihydro-2H-furo[2,3-g]indazol-2-yl)methyl]azetidine-1-carboxylate